4-(3-(cyclopropylmethoxy)phenoxy)-1H-1,2,3-triazole C1(CC1)COC=1C=C(OC=2N=NNC2)C=CC1